2'-Bromo-1,1':4',1''-terphenyl BrC1=C(C=CC(=C1)C1=CC=CC=C1)C1=CC=CC=C1